ClC1=NN=C2N1C1=CC(=CC=C1C(=N2)N(C=2C=C(C=CC2)C#CC(C)(O)C)C)Cl 4-(3-((1,8-dichloro-[1,2,4]triazolo[4,3-a]quinazolin-5-yl)(methyl)amino)phenyl)-2-methylbut-3-yn-2-ol